ClC1=C(C(=O)C2C(CCCC2=O)=O)C=CC(=C1)S(=O)(=O)C 2-[2-chloro-4-(methylsulfonyl)-benzoyl]-1,3-cyclohexanedione